OC=1C=C2CC[C@@H]([C@@H](C2=CC1)C1=CC=C(C=C1)N1CCC(CC1)CN1CCN(CC1)C=1C=C(C=CC1)NC1C(NC(CC1)=O)=O)C1=CC=CC=C1 3-((3-(4-((1-(4-((1R,2S)-6-hydroxy-2-phenyl-1,2,3,4-tetrahydronaphthalen-1-yl)phenyl)piperidin-4-yl)methyl)piperazin-1-yl)phenyl)amino)piperidine-2,6-dione